CSC1=NN2C(C(=N1)NCC=1NC(=CN1)C=1C=NC(=CC1)C(F)(F)F)=NC=C2C(F)(F)F 2-(methylsulfanyl)-7-(trifluoromethyl)-N-({5-[6-(trifluoromethyl)pyridin-3-yl]-1H-imidazol-2-yl}methyl)imidazo[2,1-f][1,2,4]triazin-4-amine